C(C=C)OC1=C(C=C(C(=C1)Cl)Cl)[C@H](NS(=O)C(C)(C)C)C1CCNCC1 N-((R)-(2-(allyloxy)-4,5-dichlorophenyl)(piperidin-4-yl)methyl)-2-methylpropane-2-sulfinamide